1-isocyanato-3,3,5-trimethyl-5-isocyanatomethylcyclohex-ane N(=C=O)C1CC(CC(C1)(CN=C=O)C)(C)C